3-[[6-(4-Isopropylpiperazin-1-yl)-5-methyl-3-pyridyl]amino]5-(methylamino)-6-(3-methylimidazo[4,5-c]pyridin-7-yl)pyrazine-2-carboxamide C(C)(C)N1CCN(CC1)C1=C(C=C(C=N1)NC=1C(=NC(=C(N1)NC)C=1C2=C(C=NC1)N(C=N2)C)C(=O)N)C